N-(5-(4-amino-7-methyl-5-(4-((4-methylpyrimidin-2-yl)oxy)phenyl)-7H-pyrrolo[2,3-d]pyrimidin-6-yl)-1,4-dimethyl-1H-pyrazol-3-yl)methacrylamide NC=1C2=C(N=CN1)N(C(=C2C2=CC=C(C=C2)OC2=NC=CC(=N2)C)C2=C(C(=NN2C)NC(C(=C)C)=O)C)C